2-methyl-N-[(1S)-1-[3-(2-cyclopropyl-4-pyridinyl)isoxazol-5-yl]ethyl]-5-(trifluoromethyl)pyrazole-3-carboxamide CN1N=C(C=C1C(=O)N[C@@H](C)C1=CC(=NO1)C1=CC(=NC=C1)C1CC1)C(F)(F)F